FNO fluoro-amino alcohol